N-(2-(7-isopropyloxy-1'-((1s,4s)-4-isopropyl-cyclohexyl)-3-oxo-1H-spiro[isoquinoline-4,4'-piperidin]-2(3H)-yl)ethyl)amino-sulfamide C(C)(C)OC1=CC=C2C(=C1)CN(C(C21CCN(CC1)C1CCC(CC1)C(C)C)=O)CCNNS(=O)(=O)N